N1N=CC(=C1)C1=CC=C(C=C1)NC1=NC(=NC=C1)C1=CC=C2C=C(NC2=C1)C(=O)N1C(COCC1)C (6-(4-((4-(1H-pyrazol-4-yl)phenyl)amino)pyrimidin-2-yl)-1H-indol-2-yl)(3-methylmorpholino)methanone